OC(C(C(=O)O)=C)C1=CC=CC=C1 2-(hydroxy(phenyl)methyl)acrylic acid